3,5-bis(difluoromethylthio)benzoic acid methyl ester COC(C1=CC(=CC(=C1)SC(F)F)SC(F)F)=O